4-((3-(8-(((3S,4R)-3-fluoro-1-methylpiperidin-4-yl)amino)-3-((trifluoromethyl)thio)imidazo[1,2-a]pyridin-2-yl)prop-2-yn-1-yl)amino)-N-methyl-1H-imidazole-5-carboxamide F[C@H]1CN(CC[C@H]1NC=1C=2N(C=CC1)C(=C(N2)C#CCNC=2N=CNC2C(=O)NC)SC(F)(F)F)C